C(C)N(N)CC 1,1-diethyl-hydrazine